hexahydro-2,4-diisocyanatotoluene N(=C=O)C1C(C)CCC(C1)N=C=O